C(C1=CC=CC=C1)OC1=C(N=C(C2=C(C(=CC=C12)F)Br)NC(=S)NC(=O)OCC)C(=O)OC Methyl 4-(benzyloxy)-8-bromo-1-(3-(ethoxycarbonyl)thioureido)-7-fluoroisoquinoline-3-carboxylate